Cl.F[C@@H]1CNCC1 (3S)-3-fluoropyrrolidine hydrochloride